tert-butyl (R)-4-((3-(1-((6-(1,1-dioxidothiomorpholino)-7-oxo-7,8-dihydropyrido[2,3-d]pyrimidin-4-yl)amino)ethyl)-2-fluorophenyl)difluoromethyl)piperidine-1-carboxylate O=S1(CCN(CC1)C1=CC2=C(N=CN=C2N[C@H](C)C=2C(=C(C=CC2)C(C2CCN(CC2)C(=O)OC(C)(C)C)(F)F)F)NC1=O)=O